1,4-dibromo-2,5-difluoro-benzene BrC1=C(C=C(C(=C1)F)Br)F